FC=1C(=NC(=NC1)NC1=C(C=C2CCN(CC2=C1)C)OC)N1CC(C2=CC=CC=C12)C(=O)O 1-(5-fluoro-2-((6-methoxy-2-methyl-1,2,3,4-tetrahydroisoquinolin-7-yl)amino)pyrimidin-4-yl)indoline-3-carboxylic acid